tert-butyl((R)-1-(6-cyclopropyl-2-methyl-4-(((R)-1-(2-methyl-3-(trifluoromethyl)phenyl)ethyl)amino)-1,7-dioxo-1,2,6,7-tetrahydropyrido[3,4-d]pyridazin-8-yl)pyrrolidin-3-yl)carbamate C(C)(C)(C)OC(N[C@H]1CN(CC1)C=1C(N(C=C2C(=NN(C(C21)=O)C)N[C@H](C)C2=C(C(=CC=C2)C(F)(F)F)C)C2CC2)=O)=O